N(=[N+]=[N-])CCOCCOCCOCCOCCOCCNC([C@@H](CCC(=O)NC1=C(C(=C(C=C1C)C)Br)C)NC(OC(C)(C)C)=O)=O tert-butyl (R)-(1-azido-23-((3-bromo-2,4,6-trimethylphenyl)amino)-19,23-dioxo-3,6,9,12,15-pentaoxa-18-azatricosan-20-yl)carbamate